C/C(/C(=O)O)=C\C1=CC=C(C=C1)OC1=C(C=NC2=CC(=CC=C12)O)C(C1=CC=CC=C1)=O methyl-(E)-3-(4-((3-benzoyl-7-hydroxyquinolin-4-yl)oxy)phenyl)acrylic acid